O=C(CN1CCC(CC1)NC1=C2C=CC=NC2=C(C=C1)C(=O)NC=1C=NC=CC1)N1[C@@H](CCC1)C#N 5-[[1-[2-oxo-2-[(2S)-2-cyanopyrrolidin-1-yl]ethyl]-4-piperidyl]amino]-N-(3-pyridyl)quinoline-8-carboxamide